C(#N)C1=CC=C(C=C1)C[C@@H](C(=O)N1CCC2=CC(=CC=C12)F)NC(OC(C)(C)C)=O (S)-tert-butyl (3-(4-cyanophenyl)-1-(5-fluoroindolin-1-yl)-1-oxopropan-2-yl)carbamate